N-(tert-butyl)-3-(2-(4-(methylsulfonamido)-2-(6-azaspiro[2.5]octan-6-yl)phenyl)-1H-imidazol-5-yl)benzenesulfonamide C(C)(C)(C)NS(=O)(=O)C1=CC(=CC=C1)C1=CN=C(N1)C1=C(C=C(C=C1)NS(=O)(=O)C)N1CCC2(CC2)CC1